3-methyl-1,2,3,4-tetrahydropyridine CC1CNC=CC1